N-(4-(2-2H-1,2,3-triazolyl)butyl)-3-(3-ethyl-5-(p-tolyl)-1-1H-1,2,4-triazolyl)benzamide N=1N(N=CC1)CCCCNC(C1=CC(=CC=C1)N1N=C(N=C1C1=CC=C(C=C1)C)CC)=O